OCC1CCS(O1)(=O)=O 5-(hydroxymethyl)-1,2-oxathiolane-2,2-dioxide